(1r,9s)-1-amino-9-ethyl-5-fluoro-9-hydroxy-1,4-dimethyl-1,2,3,9,12,15-hexahydro-10h,13h-benzo[de]pyrano[3',4':6,7]indolizino[1,2-b]quinoline-10,13-dione N[C@@]1(CCC=2C=3C1=C1C(=NC3C=C(C2C)F)C2=CC3=C(C(N2C1)=O)COC([C@]3(O)CC)=O)C